chromene-5-one O1C=CC=C2C(C=CC=C12)=O